Ethyl-N-(piperidin-4-yl)quinolin-6-amine hydrochloride Cl.C(C)C1=NC2=CC=C(C=C2C=C1)NC1CCNCC1